succinic acid mono-tertbutyl ester C(C)(C)(C)OC(CCC(=O)O)=O